N~2~-[cis-1-(azetidine-1-carbonyl)-2-({[1-(pyrimidin-2-yl)piperidin-4-yl]oxy}methyl)piperidin-3-yl]-N~1~,N~1~-dimethylethanediamide N1(CCC1)C(=O)N1[C@H]([C@H](CCC1)NC(C(=O)N(C)C)=O)COC1CCN(CC1)C1=NC=CC=N1